FC1=CC=2N=C(SC2C=2C[C@](OC21)(C)CO)C2=C1N=CC(=NC1=CC(=C2)C)OC (R)-(5-fluoro-2-(2-methoxy-7-methylquinoxalin-5-yl)-7-methyl-7,8-dihydrobenzofuro[5,4-d]thiazol-7-yl)methanol